O(C1=CC=C2C3=NC4=CC=CC5=CC=CC(N3C(C2=C1)=O)=C54)C5=CC=C4C1=NC2=CC=CC3=CC=CC(N1C(C4=C5)=O)=C32 10,10'-Oxy-bis-12H-phthaloperin-12-one